C1(=CC=CC=2C(C=3C(=CC=CC3C(C12)=O)S(=O)(=O)[O-])=O)S(=O)(=O)[O-] anthraquinone-1,5-disulfonate